{3-[(Di-tert-Butoxyphosphoryl)oxy]phenyl}acetic acid methyl ester COC(CC1=CC(=CC=C1)OP(=O)(OC(C)(C)C)OC(C)(C)C)=O